(S)-2-((4-(3-(aminomethyl)pyrrolidin-1-yl)-2-(4-chloro-3-(trifluoromethyl)phenyl)pyrimidin-5-yl)oxy)ethan-1-amine NC[C@H]1CN(CC1)C1=NC(=NC=C1OCCN)C1=CC(=C(C=C1)Cl)C(F)(F)F